3-[(R)-[5-(4-Fluoro-phenoxymethyl)-pyridin-3-yl]-hydroxy-(4-isopropyl-phenyl)-methyl]-3-methyl-azetidine-1-carboxylic acid tert-butyl ester C(C)(C)(C)OC(=O)N1CC(C1)(C)[C@@](C1=CC=C(C=C1)C(C)C)(O)C=1C=NC=C(C1)COC1=CC=C(C=C1)F